CN(C(=O)N1CCN(CC1)C=1C=2N(C=C(C1)S(NC1(CC1)C)(=O)=O)C(=CN2)CCC)C N,N-dimethyl-4-(6-(N-(1-methylcyclopropyl)sulfamoyl)-3-propylimidazo[1,2-a]pyridin-8-yl)piperazine-1-carboxamide